FC(C1=CC(=NC=C1F)O[C@@H]1C(CN(C1)C1=NC(=NC(=C1)C=1C(=NC(=NC1)OC)OC)C)(F)F)F 4-[(4S)-4-[[4-(difluoromethyl)-5-fluoro-2-pyridinyl]oxy]-3,3-difluoropyrrolidin-1-yl]-6-(2,4-dimethoxypyrimidin-5-yl)-2-methylpyrimidine